1-bromo-2-methoxy-4,5-xylene BrC1=C(C=C(C(=C1)C)C)OC